COC(C(C)N1C=C2C(=NN=C(C2=CC1=O)C)N[C@H](C)C1=C(C(=CC=C1)C(F)F)F)=O 2-(4-(((R)-1-(3-(difluoromethyl)-2-fluorophenyl)ethyl)amino)-1-methyl-7-Oxopyrido[3,4-d]pyridazine-6(7H)-yl)propionic acid methyl ester